FC=1C=C(C=C(C1)F)CC(=O)N 2-(3,5-difluoro-phenyl)-acetamide